N1CCC2(CC1)C(C1=C(N=CS1)C2)N 4,6-dihydrospiro[cyclopenta[d]thiazole-5,4'-piperidin]-6-amine